C(CCCC)C1CC2C(NOC2)CC1 5-pentyloctahydrobenzo[c]isoxazole